OC1=C(C=CC=C1)C=1SC2=C(N1)C=CC=C2 2-(2'-hydroxyphenyl)benzothiazole